{4-[9-(3-Aminopyrrolidin-1-yl)-5,6,7,8-tetrahydroacridin-2-yl]pyridin-2-yl}cyclopropanecarboxamide hydrochloride Cl.NC1CN(CC1)C=1C=2CCCCC2N=C2C=CC(=CC12)C1=CC(=NC=C1)C1(CC1)C(=O)N